3-(1-(2-chlorophenyl)-2-nitroethyl)-1H-indole ClC1=C(C=CC=C1)C(C[N+](=O)[O-])C1=CNC2=CC=CC=C12